2-methyl-4-(4-methylphenyl)butanoic acid CC(C(=O)O)CCC1=CC=C(C=C1)C